(R)-4-(3-fluorophenyl)-oxazolidine FC=1C=C(C=CC1)[C@H]1NCOC1